N-(2-fluoro-3-(5-(pyridin-4-yl)-1H-pyrrolo[2,3-b]pyridine-3-carbonyl)phenyl)-1-phenylmethanesulfonamide FC1=C(C=CC=C1C(=O)C1=CNC2=NC=C(C=C21)C2=CC=NC=C2)NS(=O)(=O)CC2=CC=CC=C2